1-(1-(7-(8-(But-3-en-1-yloxy)imidazo[1,2-a]pyrazin-6-yl)furo[3,2-b]pyridin-5-yl)ethyl)-1-ethyl-3-((S)-7,7,7-trifluorohept-1-en-4-yl)urea C(CC=C)OC=1C=2N(C=C(N1)C1=C3C(=NC(=C1)C(C)N(C(=O)N[C@H](CC=C)CCC(F)(F)F)CC)C=CO3)C=CN2